BrC1=CC=C(C=C1)C=1N=C(SC1)N(C(CCl)=O)C1=CC(=CC(=C1)C)C N-[4-(4-bromophenyl)thiazol-2-yl]-2-chloro-N-(3,5-dimethylphenyl)acetamide